C1(CC1)C1=NC=NC(=C1C1=NC(=C2NC=NC2=N1)NC(C)C1=CC=C(C=C1)C=1N(C=C(N1)C(F)(F)F)C)OC 2-(4-cyclopropyl-6-methoxypyrimidin-5-yl)-N-(1-(4-(1-methyl-4-(trifluoromethyl)-1H-imidazol-2-yl)phenyl)ethyl)-7H-purin-6-amine